C1=C(C(=CC(=C1F)Cl)F)F 2,4,5-trifluorochlorobenzene